N-[5-(aminosulfonyl)-4-methyl-1,3-thiazol-2-yl]-N-methyl-2-[4-(2-pyridinyl)phenyl]acetamide hemihydrate O.NS(=O)(=O)C1=C(N=C(S1)N(C(CC1=CC=C(C=C1)C1=NC=CC=C1)=O)C)C.NS(=O)(=O)C1=C(N=C(S1)N(C(CC1=CC=C(C=C1)C1=NC=CC=C1)=O)C)C